(2R,4S,5R,6R)-4-hydroxy-5-(2-hydroxyacetamido)-2-((2-(2-(prop-2-yn-1-yloxy)ethoxy)ethyl)thio)-6-((1R,2R)-1,2,3-trihydroxypropyl)tetrahydro-2H-pyran-2-carboxylic acid O[C@H]1C[C@](O[C@H]([C@@H]1NC(CO)=O)[C@@H]([C@@H](CO)O)O)(C(=O)O)SCCOCCOCC#C